(R)-2-methyl-N-(2-methyl-4-(N-(1-(1-methylpyridin-4-yl)ethyl)sulfamoyl)phenyl)thiophene-3-carboxamide CC=1SC=CC1C(=O)NC1=C(C=C(C=C1)S(N[C@H](C)C1=CCN(C=C1)C)(=O)=O)C